3-((4-((4-(1-(1-isopropyl-6-((2-(4-methoxypiperidin-1-yl)pyrimidin-4-yl)amino)-1H-pyrazolo[4,3-c]pyridin-3-yl)piperidin-4-yl)piperazin-1-yl)methyl)phenyl)amino)piperidine-2,6-dione C(C)(C)N1N=C(C=2C=NC(=CC21)NC2=NC(=NC=C2)N2CCC(CC2)OC)N2CCC(CC2)N2CCN(CC2)CC2=CC=C(C=C2)NC2C(NC(CC2)=O)=O